2-amino-6-aza-spiro[3.4]octane-6-carboxylic acid tert-butyl ester C(C)(C)(C)OC(=O)N1CC2(CC(C2)N)CC1